N-(4-(3-amino-7-(3,3-dimethylbut-1-yn-1-yl)-1H-indazol-5-yl)pyridin-2-yl)cyclopentanecarboxamide NC1=NNC2=C(C=C(C=C12)C1=CC(=NC=C1)NC(=O)C1CCCC1)C#CC(C)(C)C